NCC(CN(CC(C(CN(CCCCCCCCCCCCCCCC)CC(CN)O)O)O)CCCCCCCCCCCCCCCC)O 1,4-bis[(3-amino-2-hydroxypropyl)-palmitylamino]-butane-2,3-diol